N-((6-(3-(2-(4-((7-oxa-2-azaspiro[3.5]nonan-2-yl)methyl)-3-methoxyphenyl)-3-chloropyridin-4-yl)-2-chlorophenyl)-2-methoxypyridin-3-yl)methyl)tetrahydro-2H-pyran-4-amine C1N(CC12CCOCC2)CC2=C(C=C(C=C2)C2=NC=CC(=C2Cl)C=2C(=C(C=CC2)C2=CC=C(C(=N2)OC)CNC2CCOCC2)Cl)OC